4-(8-(1-propenylpyrrolidin-3-yl)quinazolin-6-yl)-N-(4-cyclopropylpyridin-2-yl)-3-methoxybenzamide C(=CC)N1CC(CC1)C=1C=C(C=C2C=NC=NC12)C1=C(C=C(C(=O)NC2=NC=CC(=C2)C2CC2)C=C1)OC